[Zn+2].CC1C(C(=C(CC1)C(=O)[O-])C=C(C)C)(C)C.CC1C(C(=C(CC1)C(=O)[O-])C=C(C)C)(C)C trimethylisobutenylcyclohexenecarboxylic acid zinc salt